N-{4-ethyl-6-[(1H-pyrazol-1-yl)methyl]-1,2-benzoxazol-3-yl}-2,6-dimethoxybenzene-1-sulfonamide C(C)C1=CC(=CC2=C1C(=NO2)NS(=O)(=O)C2=C(C=CC=C2OC)OC)CN2N=CC=C2